FC=1C=C2C3=C(NC2=CC1)C(=NC=C3)C3=CN=CN3 6-fluoro-1-(1H-imidazol-5-yl)-9H-pyrido[3,4-b]indole